N-(3-methylbutan-2-yl)cyclohexane-1,3-diamine CC(C(C)NC1CC(CCC1)N)C